2-bromo-5,5-dimethyl-6,7-dihydrobenzothiophen-4-one BrC=1SC2=C(C1)C(C(CC2)(C)C)=O